C(CCCCCCC(C)C)[O-].[Na+] sodium isodecanolate